1-((2S,5R)-5-((5-((3R,5S)-1,1-difluorospiro[2.4]heptan-5-yl)-7H-pyrrolo[2,3-d]pyrimidin-4-yl)amino)-2-methylpiperidin-1-yl)prop-2-en-1-one FC1(C[C@@]12C[C@H](CC2)C2=CNC=1N=CN=C(C12)N[C@@H]1CC[C@@H](N(C1)C(C=C)=O)C)F